5-(3-amino-2-fluorophenyl)-7-methyl-7H-pyrrolo[2,3-d]pyrimidin-4-amine HCl salt Cl.NC=1C(=C(C=CC1)C1=CN(C=2N=CN=C(C21)N)C)F